OCCC=1C=CC=C2C=CC=C(C12)C1=C(C=C2C=NC=NC2=C1)C#N 7-(8-(2-hydroxyethyl)naphthalen-1-yl)quinazoline-6-carbonitrile